C[C@@H]1N(C[C@H](N(C1)[C@H](C)C=1C=C2N=CC=NC2=CC1)C)C=1C=2C(N(C(C1)=O)C)=C(N(N2)CC#N)C(F)(F)F 2-(7-((2S,5R)-2,5-dimethyl-4-((R)-1-(quinoxalin-6-yl)ethyl)piperazin-1-yl)-4-methyl-5-oxo-3-(trifluoromethyl)-4,5-dihydro-2H-pyrazolo[4,3-b]pyridin-2-yl)acetonitrile